COC1=C(C2=CC=CC=C2C=C1)CC1=C(C=CC2=CC=CC=C12)OC1=CC=C(N)C=C1 4-({1-[(2-methoxynaphthalen-1-yl)methyl]naphthalen-2-yl}oxy)aniline